3-(benzothiazol-2-yl)-1,2-benzenediol S1C(=NC2=C1C=CC=C2)C2=C(C(=CC=C2)O)O